O[C@@H]1[C@H](CCCC1)NC(C1=CC(=C(C=C1)C)NC1=NC(=NC=C1)C1=CN=CC2=CC=CC=C12)=O N-[(1S,2S)-2-hydroxycyclohexyl]-3-{[2-(isoquinolin-4-yl)pyrimidin-4-yl]amino}-4-methylbenzamide